OC1=C(C=C(OC2=CC3=C(N=C(S3)C=3SCCN3)C=C2)C=C1OC)OC (S)-2-(6-(4-hydroxy-3,5-dimethoxyphenoxy)benzo[d]thiazol-2-yl)-4,5-dihydrothiazole